OC1=CC=C(C=C1)C(C)(C)C1=CC=C(C=C1)C(CC1=CC=C(C=C1)O)C1=CC=C(C=C1)O 4,4'-[1-[4-[1-[4-hydroxyphenyl]-1-methylethyl]phenyl]ethylene]diphenol